ClC=1C(=C(C=CC1)[C@@H](CO)NC(OC(C)(C)C)=O)F tert-butyl (S)-1-(3-chloro-2-fluorophenyl)-2-hydroxyethylcarbamate